C1(CCCCC1)NCCCCCCCCN N-cyclohexyloctane-1,8-diamine